4-tert-butyloxycarbonylaminopiperidin-4-carboxylate C(C)(C)(C)OC(=O)NC1(CCNCC1)C(=O)[O-]